FC1(CCN(CC1)C1=CC(=CC(=C1)[N+](=O)[O-])C)F 4,4-difluoro-1-(3-methyl-5-nitrophenyl)piperidine